C(C)(C)(C)OC(=O)N1CC=2N(CC1)N=C(C2)C2=CC(=NC=C2C2=C(C=C(C=C2)F)OCCOC)OC.O2C(CCC2)CCC(=O)NC2=CC=C(C=C2)C 3-(tetrahydrofuran-2-yl)-N-(p-tolyl)propanamide tert-butyl-2-[5-[4-fluoro-2-(2-methoxyethoxy)phenyl]-2-methoxy-4-pyridinyl]-6,7-dihydro-4H-pyrazolo[1,5-a]pyrazine-5-carboxylate